6-methyl-4,5,6,7-tetrahydro-[1,2,3]oxadiazolo[3,4-a]pyridin-8-ium-3-olate CC1CCC=2[N+](C1)=NOC2[O-]